CCCCCCCCC(CCCCCCCC)OC(CCCCCCCN(CCCCCCCC(=O)OCCCCCCCCC)CCN1CCN(CC1)C)=O Heptadecan-9-yl-8-((2-(4-methylpiperazin-1-yl)ethyl)(8-(nonyloxy)-8-oxooctyl)amino)octanoate